C(C1=CC=CC=C1)O[C@@H]1[C@H](N(C[C@@H]([C@H]1OCC1=CC=CC=C1)OCC1=CC=CC=C1)CCC1=CC2=C(OC(O2)(F)F)C=C1)C (2R,3R,4R,5S)-3,4,5-tris(benzyloxy)-1-(2-(2,2-difluorobenzo[d][1,3]dioxol-5-yl)ethyl)-2-methylpiperidine